N-[4-[2-(2-aminoethoxy)ethylcarbamoyl]-3-chloro-phenyl]-5-[4-(cyanomethoxy)-2,3-difluoro-phenyl]-1-methyl-imidazole-2-carboxamide NCCOCCNC(=O)C1=C(C=C(C=C1)NC(=O)C=1N(C(=CN1)C1=C(C(=C(C=C1)OCC#N)F)F)C)Cl